FC=1C=C(C=NC1)C=1C=C(C=CC1C(F)(F)F)NC(=O)N1C2CC(CC1C2)C trans-N-(3-(5-fluoropyridin-3-yl)-4-(trifluoromethyl)phenyl)-3-methyl-6-azabicyclo[3.1.1]heptane-6-carboxamide